ClC=1C(=NC(=NC1)SC)SC chloro-2,4-bis(methylthio)pyrimidine